tert-butyl (2S,3S)-3-hydroxy-2-(3-(3-(trifluoromethyl)-4-((4-(trifluoromethyl)benzyl)oxy)phenyl)-1,2,4-oxadiazol-5-yl)pyrrolidine-1-carboxylate O[C@@H]1[C@H](N(CC1)C(=O)OC(C)(C)C)C1=NC(=NO1)C1=CC(=C(C=C1)OCC1=CC=C(C=C1)C(F)(F)F)C(F)(F)F